(E)-3,6,6-Trimethyl-6,7-dihydrobenzofuran-4(5H)-one-O-(4-(dimethylamino)but-2-yn-1-yl) oxime CN(CC#CCO\N=C\1/CC(CC2=C1C(=CO2)C)(C)C)C